COC(CNC1=C(C=CC=C1)Cl)=O (S)-(+)-(2-Chlorophenyl)glycine methyl ester